FC(C1CN(CC1)C(=O)NC1=CC(=CC=C1)[C@H](C)SC1=NN=CN1C)F 3-(difluoromethyl)-N-(3-((S)-1-((4-methyl-4H-1,2,4-triazol-3-yl)thio)ethyl)phenyl)pyrrolidine-1-carboxamide